4-Methyl-1-{(1R)-1-methyl-2-[4-(methylsulfonyl)piperazin-1-yl]ethyl}-5-({2-[6-(2,2,2-trifluoroethyl)quinazolin-4-yl]-2,7-diazaspiro[3.5]non-7-yl}methyl)-1H-indole-2-carbonitrile CC1=C2C=C(N(C2=CC=C1CN1CCC2(CN(C2)C2=NC=NC3=CC=C(C=C23)CC(F)(F)F)CC1)[C@@H](CN1CCN(CC1)S(=O)(=O)C)C)C#N